4-[(2,5-dioxaimidazolidin-1-yl)methyl]-2,6-difluorobenzonitrile N1(ONCO1)CC1=CC(=C(C#N)C(=C1)F)F